(3-hydroxy-3-(trifluoromethyl)-1-oxaspiro[3.5]non-7-yl)carbamic acid tert-butyl ester C(C)(C)(C)OC(NC1CCC2(C(CO2)(C(F)(F)F)O)CC1)=O